ClC1=C(C=C(C=C1)C=1N=NN(C1)[C@@H]1[C@H]([C@@H](SC=2C(=NC=C(C2)Cl)C#N)O[C@@H]([C@@H]1O)CO)OC)F 5-Chloro-2-cyanopyridin-3-yl 3-[4-(4-chloro-3-fluorophenyl)-1H-1,2,3-triazol-1-yl]-3-deoxy-2-O-methyl-1-thio-α-D-galactopyranoside